3-(((10-(4,5-dimethoxy-2-methyl-3,6-dioxocyclohex-1,4-dien-1-yl) decyl) oxy) carbonyl)-9,10-dioxo-9,10-dihydroanthracene-1,8-diyl dibutyrate C(CCC)(=O)OC1=CC(=CC=2C(C3=CC=CC(=C3C(C12)=O)OC(CCC)=O)=O)C(=O)OCCCCCCCCCCC1=C(C(C(=C(C1=O)OC)OC)=O)C